ClC=1C=C(C=CC1)CS(=O)(=O)NC1=C(C(=C(C=C1F)OC1=NC=CC=C1C1=NC(=NC=C1)N[C@@H]1CNC[C@H](C1)F)F)F 1-(3-chlorophenyl)-N-[2,3,6-trifluoro-4-[[3-[2-[[(3S,5S)-5-fluoro-3-piperidyl]amino]pyrimidin-4-yl]-2-pyridyl]oxy]phenyl]methanesulfonamide